bis(1,5-cyclooctadiene) iridium (I) hexafluoroantimonate salt F[Sb-](F)(F)(F)(F)F.[Ir+].C1=CCCC=CCC1.C1=CCCC=CCC1